2,4,7-trimethyl-9-(piperidin-4-yl)-7,12-dihydro-6H-pyrido[3',4':2,3]oxepino[4,5-b]indole trifluoroacetate FC(C(=O)O)(F)F.CC1=CC2=C(OCC(C3=C2NC2=CC=C(C=C32)C3CCNCC3)C)C(=N1)C